1-((3s,5r)-1-propenoyl-5-(methoxymethyl)pyrrolidin-3-yl)-3-((7-fluoro-1-methyl-1H-benzo[d]imidazol-5-yl)ethynyl)-5-(methylamino)-1H-pyrazole-4-carboxamide C(C=C)(=O)N1C[C@H](C[C@@H]1COC)N1N=C(C(=C1NC)C(=O)N)C#CC1=CC2=C(N(C=N2)C)C(=C1)F